CC1(CC1)NS(=O)(=O)C=1C=C2C(N(CNC2=CC1)CC=1C=NN(C1)C)=O N-(1-methylcyclopropyl)-3-[(1-methylpyrazol-4-yl)methyl]-4-oxo-1H-quinazoline-6-sulfonamide